4-[(1S)-1-[[2-ethyl-4-[[4-(trifluoromethyl)phenyl]methyl]indazole-3-carbonyl]amino]ethyl]benzoic acid C(C)N1N=C2C=CC=C(C2=C1C(=O)N[C@@H](C)C1=CC=C(C(=O)O)C=C1)CC1=CC=C(C=C1)C(F)(F)F